ClC1=C2C(N(C(C2=CC=C1)=O)C1=NC=C(C(=O)NCCS)C=C1)=O 6-(4-chloro-1,3-dioxoisoindol-2-yl)-N-(2-mercaptoethyl)nicotinamide